4-[(1H-benzimidazol-2-ylmethyl)amino]-2-(morpholin-4-yl)imidazo[2,1-f][1,2,4]triazine-7-carbonitrile N1C(=NC2=C1C=CC=C2)CNC2=NC(=NN1C2=NC=C1C#N)N1CCOCC1